ClC1=C(C=C(C(=C1Cl)Cl)Cl)C1=C(C=C(C(=C1)Cl)Cl)Cl 2,2',3,4,4',5,5'-heptachlorobiphenyl